NC1=C(C(=NC=N1)C=1C(=C(C=C(C1)F)NC(=O)C=1C=C2CCC(C2=CC1F)(C)C)C)OCCNC N-(3-(6-amino-5-(2-(methylamino)ethoxy)pyrimidin-4-yl)-5-fluoro-2-methylphenyl)-6-fluoro-1,1-dimethyl-2,3-dihydro-1H-indene-5-carboxamide